C(C)OC=1C(=NC=CC1)O[C@H]1CN(CCC1)C1=CN=CC(=N1)NC(CCC=1C=C(C=CC1)CC(C(=O)O)(C)C)=O (R)-3-(3-(3-((6-(3-((3-ethoxypyridin-2-yl)oxy)piperidin-1-yl)pyrazin-2-yl)amino)-3-oxopropyl)phenyl)-2,2-dimethylpropanoic acid